FC=1C=C(C=CC1)C1CN(CCN1)C(=O)OC(C)(C)C tert-butyl 3-(3-fluorophenyl)piperazine-1-carboxylate